tert-butyl (2-(4-(2-(((benzyloxy)carbonyl)amino)propan-2-yl)-6-chloropyridin-2-yl)-3,3,3-trifluoro-2-hydroxypropyl)carbamate C(C1=CC=CC=C1)OC(=O)NC(C)(C)C1=CC(=NC(=C1)Cl)C(CNC(OC(C)(C)C)=O)(C(F)(F)F)O